1-(4-(chloromethyl)-3-fluorophenyl)-5-methyl-3-(trifluoromethyl)-1H-pyrazole ClCC1=C(C=C(C=C1)N1N=C(C=C1C)C(F)(F)F)F